[4-(3-{[4-(trifluoromethyl)phenyl]amino}pyrazin-2-yl)-3,6-dihydro-2H-pyridin-1-yl]prop-2-en-1-one FC(C1=CC=C(C=C1)NC=1C(=NC=CN1)C=1CCN(CC1)C(C=C)=O)(F)F